CC=1[C@H](C[C@H]([C@@H](C1)C=1C(=CC(=CC1O)C1=CC(=NC=C1)C)O)C(=C)C)O (1'R,2'R,4'S)-5'-methyl-4-(2-methylpyridin-4-yl)-2'-(prop-1-en-2-yl)-1',2',3',4'-tetrahydro-[1,1'-biphenyl]-2,4',6-triol